isopropyl (R)-4-(5,6-difluoro-3,3-dimethylindolin-1-yl)-2-((4-(3-(dimethylamino) pyrrolidin-1-yl)-2-methoxy-5-nitrophenyl)amino)pyrimidine-5-carboxylate FC=1C=C2C(CN(C2=CC1F)C1=NC(=NC=C1C(=O)OC(C)C)NC1=C(C=C(C(=C1)[N+](=O)[O-])N1C[C@@H](CC1)N(C)C)OC)(C)C